ClC1=NC=C2C=C(N(C(C2=C1)=O)CC1CC1)C1=C(C(=CC(=C1Cl)OC)OC)Cl 7-chloro-2-(cyclopropylmethyl)-3-(2,6-dichloro-3,5-dimethoxyphenyl)-2,6-naphthyridin-1(2H)-one